3-chloro-2-chloromethylpropylene ClCC(=C)CCl